ClC=1C(NN=CC1Cl)=O 4,5-Dichloropyridazin-3(2H)-one